C1(CC1)C1=NC=NC(=C1C=1N=CC2=C(N1)C(=C(N2S(=O)(=O)C2=CC=C(C=C2)C)F)CC2=CC=C(C=C2)C=2N(C=C(N2)C(F)(F)F)C)OC 2-(4-cyclopropyl-6-methoxy-pyrimidin-5-yl)-6-fluoro-7-[[4-[1-methyl-4-(trifluoromethyl)imidazol-2-yl]phenyl]methyl]-5-(p-tolylsulfonyl)pyrrolo[3,2-d]pyrimidine